C1(=CC=C(C=C1)OC(CCCSCCCC(=O)OC1=CC=C(C=C1)C)=O)C di(p-tolyl)-4,4'-thiodibutyrate